COC(=O)C1=CC=CC=C1N=C=S Methyl 2-isothiocyanato benzoate